Cl.Cl.NC1(CNC(C1)CCB(O)O)C(=O)O 3-amino-5-(2-boronoethyl)pyrrolidine-3-carboxylic acid dihydrochloride